BrC1=CC2=C(OCC(N2CC)=O)C=C1 6-bromo-4-ethyl-2H-benzo[b][1,4]oxazin-3(4H)-one